Cl.N12CC(C(CC1)CC2)C(=O)N 1-azabicyclo[2.2.2]octane-3-carboxamide hydrochloride